6-((tert-Butoxycarbonyl)amino)quinoxaline-5-carboxylic acid tert-butyl ester C(C)(C)(C)OC(=O)C=1C=2N=CC=NC2C=CC1NC(=O)OC(C)(C)C